5-bromo-4-chloro-6-cyclopropyl-pyrimidine BrC=1C(=NC=NC1C1CC1)Cl